2-(((R)-6-(2,5-dioxoimidazolidin-1-yl)spiro[3.3]heptan-2-yl)oxy)nicotinamide O=C1N(C(CN1)=O)C1CC2(CC(C2)OC2=C(C(=O)N)C=CC=N2)C1